ClC1=C(C=C(C=C1)C(=O)N1CCC(CC1)C([2H])([2H])OCCC1CCNCC1)N1C(NC(CC1)=O)=O 1-(2-chloro-5-(4-((2-(piperidin-4-yl)ethoxy)methyl-d2)piperidin-1-carbonyl)phenyl)dihydropyrimidine-2,4(1H,3H)-dione